C1(CC1)C1=NN(C=N1)C1CC2(CN(C2)C(=O)N2CC3(C2)CN(C3)CC3=C(C=C(C=C3)F)C(F)(F)F)C1 [6-(3-cyclopropyl-1,2,4-triazol-1-yl)-2-azaspiro[3.3]heptan-2-yl]-[6-[[4-fluoro-2-(trifluoromethyl)phenyl]methyl]-2,6-diazaspiro[3.3]heptan-2-yl]methanone